Cl.N[C@H](C(=O)O)CC1=CC=C(C=C1)C1=NOC(=N1)C=1C=C(C(=CC1)OC)C1=C(C=CC=C1)OC (S)-2-amino-3-(4-(5-(2',6-dimethoxybiphenyl-3-yl)-1,2,4-oxadiazol-3-yl)phenyl)propanoic acid hydrochloride